C(C)(C)OC(=O)C1=CC=C2C(=N1)N(C(=N2)CCl)C[C@H]2OCC2 (S)-2-(chloromethyl)-3-(oxetan-2-ylmethyl)-3H-imidazo[4,5-b]pyridine-5-carboxylic acid isopropyl ester